C(C1=CC=CC=C1)OC=1C=C(C2=C(OC(OC2=O)(C)C)C1)\C=C\C1=CC=C(C=C1)C(F)(F)F (E)-7-benzyloxy-5-(4-trifluoromethylstyryl)-2,2-dimethyl-4H-benzo[d][1,3]dioxin-4-one